S1C=NC=C1C1=CC=2C3=C(N=CC2C=C1)OCC3 8-(thiazol-5-yl)-1,2-dihydrofuro[2,3-c]isoquinoline